ClC=1SC(=CN1)CN1[C@H](C[N+]2=C1C(=CC=C2)[N+](=O)[O-])C (S)-1-((2-chlorothiazol-5-yl)methyl)-2-methyl-8-nitro-2,3-dihydro-1H-imidazo[1,2-a]pyridin-4-ium